BrC1=C(C2=CC=CC(=C2C=C1)C1=CC(=CC(=C1)Cl)Cl)N(C)C 2-bromo-5-(3,5-dichlorophenyl)-N,N-dimethylnaphthalen-1-amine